F[C@H]1CN(CC1)CCC=1C(=CC(N(C1)C(C(=O)[O-])CC(C)C)=O)C(F)(F)F.[Li+] lithium 2-(5-(2-((R)-3-fluoropyrrolidin-1-yl)ethyl)-2-oxo-4-(trifluoromethyl)pyridin-1(2H)-yl)-4-methylpentanoate